3-hydroxy-1-methyl-3-(thiazol-2-yl)pyrrolidin-2-one OC1(C(N(CC1)C)=O)C=1SC=CN1